C1(CCCCC1)C(CC1=CC=NC=C1)(O)C1=C(C=CC(=C1)C)OCOC (E)-4-(2-cyclohexyl-2-(2-methoxymethoxy-5-methylphenyl)-2-hydroxy-ethyl)-pyridine